Tert-Butyl N-(cyclopropylmethyl)-N-[4-[4-[[3-(difluoromethyl)-1-(4-formylphenyl)pyrazol-4-yl]carbamoyl]oxazol-2-yl]-2-pyridyl]carbamate C1(CC1)CN(C(OC(C)(C)C)=O)C1=NC=CC(=C1)C=1OC=C(N1)C(NC=1C(=NN(C1)C1=CC=C(C=C1)C=O)C(F)F)=O